(1S,2R)-N-[[(2S)-2-(3-cyanophenyl)oxetan-2-yl]methyl]-2-cyclopentyl-cyclopropanecarboxamide C(#N)C=1C=C(C=CC1)[C@]1(OCC1)CNC(=O)[C@@H]1[C@H](C1)C1CCCC1